ClC=1C=CC2=C(N=C(O2)C2CC3(CC(C3)NC(=O)NCC3CC(C3)O)C2)C1 1-[6-(5-chloro-1,3-benzoxazol-2-yl)spiro[3.3]heptan-2-yl]-3-[(3-hydroxycyclobutyl)methyl]urea